COC1=NC=CC=C1C1=CN(C=2N=CN=C(C21)N=CN(C)C)CC2=NN=C(N2COCC[Si](C)(C)C)C2=CC=CC=C2 N'-(5-(2-methoxypyridin-3-yl)-7-((5-phenyl-4-((2-(trimethylsilyl)ethoxy)methyl)-4H-1,2,4-triazol-3-yl)methyl)-7H-pyrrolo[2,3-d]pyrimidin-4-yl)-N,N-dimethylformimidamide